2-amino-3-(4-methoxy-phenyl)propanamide NC(C(=O)N)CC1=CC=C(C=C1)OC